C(C)(C)(C)OC(=O)N1CCC2(CNC2C2=CC=C(C=C2)[C@H]2[C@H](COC3=CC(=CC=C23)O)C2=CC=CC=C2)CC1 (4-((3S,4R)-7-hydroxy-3-phenylchroman-4-yl)phenyl)-2,7-diazaspiro[3.5]Nonane-7-carboxylic acid tert-butyl ester